FC1=CC(=C(C=C1F)NC1=C(C(=O)O)C=C(C=C1)C(F)(F)F)C 2-((4,5-difluoro-2-methylphenyl)amino)-5-(trifluoromethyl)-benzoic acid